CCCCCCCCCC(CCC)OC(CCCCCCCCC)CCC 10-tridecyl ether